C(C)(C)(C)OC(=O)N[C@@H](C)C(=O)OC(CCCCCCCCCC)CCCCCCCCCC Henicosan-11-yl (tert-butoxycarbonyl)-L-alaninate